O=C1CC2SC(=C(N12)C(=O)O)S[C@H]1CNCC1 7-oxo-3-(((R)-pyrrolidin-3-yl)thio)-4-thia-1-azabicyclo[3.2.0]hept-2-ene-2-carboxylic acid